6-((4-chloro-6-(decylthio)-1,3,5-triazin-2-yl)thio)hexane-1-ol ClC1=NC(=NC(=N1)SCCCCCCCCCC)SCCCCCCO